ClC1=CC(=C(C=C1)C1CCC(=CC1)B1OC(C(O1)(C)C)(C)C)F (4'-chloro-2'-fluoro-1,2,3,6-tetrahydro-[1,1'-biphenyl]-4-yl)-4,4,5,5-tetramethyl-1,3,2-dioxaborolan